C(CCC)NC1=CC=C(C=C1)O 4-n-Butylaminophenol